3-fluoropyridine-2,5-diamine FC=1C(=NC=C(C1)N)N